N-(4,5-Dimethoxy-2-((4-(2-(N-((8-methylquinolin-5-yl)methyl)amino)ethyl)phenyl)carbamoyl)phenyl)-4-oxo-4H-chromene-2-carboxamide COC1=CC(=C(C=C1OC)NC(=O)C=1OC2=CC=CC=C2C(C1)=O)C(NC1=CC=C(C=C1)CCNCC1=C2C=CC=NC2=C(C=C1)C)=O